Ethyl (6S)-2-bromo-6-methyl-6,7-dihydro-5H-pyrazolo[5,1-b][1,3]oxazine-3-carboxylate BrC1=NN2C(OC[C@H](C2)C)=C1C(=O)OCC